deazahypoxanthine C1C=NC=2N=CNC2C1=O